7-(3-Chlorophenyl)-5-cyclopropyl-4-fluoro-7H-pyrrolo[2,3-d]pyrimidine ClC=1C=C(C=CC1)N1C=C(C2=C1N=CN=C2F)C2CC2